N-(4-(bicyclo[3.1.0]hexan-2-yloxy)-3,5-difluorophenyl)-2-(3,3-diethylazetidin-1-yl)-5-(2,2,2-trifluoroethyl)oxazole-4-carboxamide C12C(CCC2C1)OC1=C(C=C(C=C1F)NC(=O)C=1N=C(OC1CC(F)(F)F)N1CC(C1)(CC)CC)F